COC(=O)C1=CN(C(C=C1O)=O)C1CC(C1)F 1-((1r,3r)-3-fluorocyclobutyl)-4-hydroxy-6-oxo-1,6-dihydropyridine-3-carboxylic acid methyl ester